3-(1-benzyl-4,4-difluoro-5-methyl-3-piperidinyl)propan-1-ol C(C1=CC=CC=C1)N1CC(C(C(C1)C)(F)F)CCCO